FC(C1=C(\C=C\2/OC3=C(C2=O)C(=CC(=C3C3CCN(CC3)C)OC)OC)C(=CC=C1)C(F)(F)F)(F)F (Z)-2-(2,6-bis(trifluoromethyl)benzylidene)-4,6-dimethoxy-7-(1-methylpiperidin-4-yl)benzofuran-3(2H)-one